benzothiophene-1,1-dioxide S1(C=CC2=C1C=CC=C2)(=O)=O